N1C(=CC2=CC=CC=C12)C1=NC=NO1 5-(1H-indole-2-yl)-1,2,4-oxadiazole